C(C1=CC=CC=C1)SC1=CC(=C(NC=2N=CC3=C(N2)N(C(C=C3)=O)C(C)C)C=C1)C 2-(4-Benzylsulfanyl-2-methyl-anilino)-8-isopropyl-pyrido[2,3-d]pyrimidin-7-one